CC1=C(C=CC(=C1)C)SSC1=C(C=C(C=C1)C)C 2,4-Dimethylphenyl disulfide